C(C)(C)(C)OC(=O)N1CC(C(C1)N)(F)F 4-amino-3,3-difluoropyrrolidine-1-carboxylic acid tert-butyl ester